tert-butyl (2R,3S,4S)-4-[(tert-butoxycarbonyl)oxy]-3-hydroxy-2-({4-[5-(trifluoromethyl)-1,3,4-thiadiazol-2-yl]phenyl}methyl)pyrrolidine-1-carboxylate C(C)(C)(C)OC(=O)O[C@@H]1[C@H]([C@H](N(C1)C(=O)OC(C)(C)C)CC1=CC=C(C=C1)C=1SC(=NN1)C(F)(F)F)O